(3aR,8S,9aS,9bR)-3a,6,6,9a-tetramethyl-8-phenyldecahydronaphtho[2,1-b]furan-2(1H)-one C[C@]12OC(C[C@@H]1[C@]1(C[C@H](CC(C1CC2)(C)C)C2=CC=CC=C2)C)=O